O1CCN(CC1)C1=NC=CC(=C1)NC1=CC=NO1 N-(2-morpholinopyridin-4-yl)isoxazol-5-amine